C(#N)C=1N=CNC1 4-cyano-imidazol